1-(4-fluorophenyl)-3-(4-methyl-3-(2'-((6-methylpyridin-3-yl)amino)-7'-oxo-5'H-spiro[cyclopropane-1,8'-pyrido[4,3-d]pyrimidine]-6'(7'H)-yl)phenyl)urea FC1=CC=C(C=C1)NC(=O)NC1=CC(=C(C=C1)C)N1CC2=C(N=C(N=C2)NC=2C=NC(=CC2)C)C2(C1=O)CC2